5-amino-2-[[(2S)-4,4-difluoro-1-methyl-pyrrolidin-2-yl]methyl]-8-(2,6-dimethyl-4-pyridyl)-7-phenyl-[1,2,4]triazolo[4,3-c]pyrimidin-3-one NC1=NC(=C(C=2N1C(N(N2)C[C@H]2N(CC(C2)(F)F)C)=O)C2=CC(=NC(=C2)C)C)C2=CC=CC=C2